S1(=O)(=O)OCC(S)CCC(COS1(=O)=O)S ethane-1,2-diylbis(2-mercaptoethyl) dithionate